6-(1-(1-((S)-2,3-dihydroxypropyl)piperidin-4-yl)-5-methyl-1H-pyrazol-4-yl)-4-((R)-1-(5-fluoro-pyridin-2-yl)ethoxy)pyrazolo[1,5-a]pyridine-3-carbonitrile O[C@@H](CN1CCC(CC1)N1N=CC(=C1C)C=1C=C(C=2N(C1)N=CC2C#N)O[C@H](C)C2=NC=C(C=C2)F)CO